t-butyl (3aR,5r,6aS)-5-((methylsulfonyl)oxy)hexahydrocyclopenta[c]pyrrole-2(1H)-carboxylate CS(=O)(=O)OC1C[C@@H]2[C@@H](CN(C2)C(=O)OC(C)(C)C)C1